F[C@H]1[C@H](C1)N1C(C(=CC=C1)NC(=O)C1=CC2=CN(N=C2C=C1OC(C)C)C1CCNCC1)=O N-(1-((1S,2R)-2-fluorocyclopropyl)-2-oxo-1,2-dihydropyridin-3-yl)-6-isopropoxy-2-(piperidin-4-yl)-2H-indazole-5-carboxamide